N-(4-phenyl-6-(phenylamino)-1,3,5-triazin-2-yl)tetrahydrofuran-2-carboxamide C1(=CC=CC=C1)C1=NC(=NC(=N1)NC1=CC=CC=C1)NC(=O)C1OCCC1